N1C(=CC=2C=NC=CC21)C2=NNC1=NC=CC=C12 3-(1h-pyrrolo[3,2-c]pyridin-2-yl)-1h-pyrazolo[3,4-b]pyridine